(R)- or (S)-N-((4-(cyclohexylmethyl)-4,5,6,7-tetrahydropyrazolo[1,5-a]pyrimidin-6-yl)-methyl)acrylamide C1(CCCCC1)CN1C=2N(C[C@@H](C1)CNC(C=C)=O)N=CC2 |o1:11|